CN(C)CCONCC1=CC=CC=C1 (N,N-dimethylaminoethoxy)benzylamine